2,6-dimethyl-p-tert-butylnitrobenzene CC1=C(C(=CC(=C1)C(C)(C)C)C)[N+](=O)[O-]